(5s,8s)-4-(benzyloxy)-8-((2-chloropyridin-4-yl)oxy)-3-mesityl-1-oxaspiro[4.5]dec-3-en-2-one C(C1=CC=CC=C1)OC1=C(C(OC12CCC(CC2)OC2=CC(=NC=C2)Cl)=O)C2=C(C=C(C=C2C)C)C